2-ethyl-N-{(1S)-2-[(4-fluoro-2-oxospiro[indoline-3,4'-tetrahydropyran]-6-yl)amino]-1-(4-methylcyclohexyl)-2-oxoethyl}pyrazole-3-carboxamide C(C)N1N=CC=C1C(=O)N[C@H](C(=O)NC1=CC(=C2C(=C1)NC(C21CCOCC1)=O)F)C1CCC(CC1)C